ClC1=CC=C(CN(C2=CC3=C(C(=CC(O3)=O)C(F)(F)F)C=C2)CC)C=C1 7-((4-chlorobenzyl)(ethyl)amino)-4-(trifluoromethyl)-2H-benzopyran-2-one